1-(3-bromophenyl)-3-(trifluoromethyl)-5,6-dihydro-4H-indazol-7-one BrC=1C=C(C=CC1)N1N=C(C=2CCCC(C12)=O)C(F)(F)F